2-Bromo-6-(1-(1-ethoxyethyl)-1H-pyrazol-4-yl)-5-(piperidin-1-yl)-[1,2,4]triazolo[1,5-a]pyridine BrC1=NN2C(C=CC(=C2N2CCCCC2)C=2C=NN(C2)C(C)OCC)=N1